C(C)(C)(C)OC(=O)N1[C@@H]2CN([C@H](C1)C2)C2=C(C=CC(=C2)C=O)F (1S,4S)-5-(2-fluoro-5-formylphenyl)-2,5-diazabicyclo[2.2.1]heptane-2-carboxylic acid tert-butyl ester